2-[5-ethyl-2-(4-methoxyphenyl)-1,3-oxazol-4-yl]ethanol C(C)C1=C(N=C(O1)C1=CC=C(C=C1)OC)CCO